1-(2,8-diazaspiro[4.5]decan-2-yl)ethan-1-one 3-[[7-chloro-5-[2-methoxy-6-methyl-4-(trifluoromethyl)phenyl]oxazolo[4,5-b]pyridin-2-yl]amino]piperidine-1-carboxylate ClC1=C2C(=NC(=C1)C1=C(C=C(C=C1C)C(F)(F)F)OC)N=C(O2)NC2CN(CCC2)C(=O)O.C2N(CCC21CCNCC1)C(C)=O